C(C)C(CO)CCCCCCCC 2-ethyl-decanol